FC1=C(C=CC=C1)S(=O)(=O)N1N=CC(=C1)CN1CCC2(CC1)COC1=C3CN(C(C3=CC=C12)=O)C1C(NC(CC1)=O)=O 3-(1'-((1-((2-fluorophenyl)sulfonyl)-1H-pyrazol-4-yl)methyl)-6-oxo-6,8-dihydro-2H,7H-spiro[furo[2,3-e]isoindole-3,4'-piperidin]-7-yl)piperidine-2,6-dione